C(C=C)(=O)N1CC(C1)(F)CN1C2=C(N(C(C1=O)=O)C=1C(=NC=CC1C)C(C)C)N=C(C(=C2)Cl)C2=C(C=CC=1OCOC12)Cl 1-((1-acryloyl-3-fluoroazetidin-3-yl)methyl)-7-chloro-6-(5-chlorobenzo[d][1,3]dioxol-4-yl)-4-(2-isopropyl-4-methylpyridin-3-yl)-1,4-dihydropyrido[2,3-b]pyrazine-2,3-dione